1-{1-[3-methyl-5-(2,2,2-trifluoro-ethoxy)-phenyl]-ethyl}-3-spiro[3.3]hept-2-yl-urea CC=1C=C(C=C(C1)OCC(F)(F)F)C(C)NC(=O)NC1CC2(C1)CCC2